2-methoxy-4-(3,4,5,7-tetrahydroxy-4H-chromen-2-yl)phenolate COC1=C(C=CC(=C1)C=1OC2=CC(=CC(=C2C(C1O)O)O)O)[O-]